Cl.C(C)OC(=O)CN[C@H](CC(C)C)C(=O)N1[C@@H](CCC1)C(=O)[N-]CC1=CC=C(C=C1)C(N)=NC(=O)OCCCCCC N-[(ethoxy)carbonyl]methyl-D-leucyl-L-prolyl-{4-[N'-(hexyloxycarbonyl)carbamimidoyl]benzyl}amide hydrochloride